ClC1=C(C(=C(C=C1OC)OC)Cl)NC1=NC=CC=C1C1=NC(=NC=N1)NC1=C(C=CC=C1)OC (2-((2,6-dichloro-3,5-dimethoxyphenyl)amino)pyridin-3-yl)-N-(2-methoxyphenyl)-1,3,5-triazin-2-amine